2-fluoro-5-hydroxy-benzonitrile FC1=C(C#N)C=C(C=C1)O